CC1(OCC(O1)C)C(=O)OF.[K] potassium perfluoro (2,4-dimethyl-1,3-dioxolan-2-yl)carboxylate